FC1=CC=C(C=C1)C1=COC=C1 3-(4-fluorophenyl)furan